C1(=CC=CC2=CC=CC=C12)C1(CNC1)NC(OCC1=CC=CC=C1)=O Benzyl (3-(naphthalen-1-yl)azetidin-3-yl)carbamate